[Li+].NC1=NC2=CC=C(C=C2C=C1C1CC1)C(=O)[O-] 2-amino-3-cyclopropylquinoline-6-carboxylic acid lithium salt